C(C)S(=O)(=O)NC1=CC=C(C=C1)C1=C2C(=NC(=C1)NC(=O)C1CC1)NC(=C2)C N-(4-(4-(ethylsulfonylamino)phenyl)-2-methyl-1H-pyrrolo[2,3-b]pyridin-6-yl)cyclopropylcarboxamide